tert-butyl (4-methoxy-5-(3-(methylamino)propyl)pyridin-2-yl)carbamate COC1=CC(=NC=C1CCCNC)NC(OC(C)(C)C)=O